[Li].[Li].[Li].[C@@H]1([C@H](O)[C@H](OP(=O)(O)O)[C@@H](COP(=O)(O)OP(=O)(O)OCC(C)(C)[C@@H](O)C(=O)NCCC(=O)NCCS)O1)N1C=NC=2C(N)=NC=NC12 Coenzyme A Trilithium Salt